CC=1C=C(C=CC1C)C=1C=CC(=NC1)C(=O)O 5-(3,4-dimethylphenyl)pyridine-2-carboxylic acid